2-(7-(4-cyclohexyl-3-(trifluoromethyl)benzyloxy)-1,2,3,4-tetrahydrocyclopenta[b]indol-3-yl)acetic acid C1(CCCCC1)C1=C(C=C(COC2=CC=3C4=C(NC3C=C2)C(CC4)CC(=O)O)C=C1)C(F)(F)F